2-(2-(cyclopropanesulfonamido)thiazol-4-yl)-2-methyl-N-(5-(6-propoxypyrazin-2-yl)pyridin-2-yl)propanamide C1(CC1)S(=O)(=O)NC=1SC=C(N1)C(C(=O)NC1=NC=C(C=C1)C1=NC(=CN=C1)OCCC)(C)C